methyl 2-bromo-5-[[4-[((trans)-2-cyanocyclohexyl)amino]-5-methyl-pyrimidin-2-yl]amino]-3-methyl-benzoate BrC1=C(C(=O)OC)C=C(C=C1C)NC1=NC=C(C(=N1)N[C@H]1[C@@H](CCCC1)C#N)C